2'-Phenylspiro[4,5-dihydrothieno[2,3-C]pyran-7,4'-piperidine]-1'-carboxylic acid tert-butyl ester C(C)(C)(C)OC(=O)N1C(CC2(CC1)OCCC1=C2SC=C1)C1=CC=CC=C1